((2S,3R,4R)-2-cyclopropyl-3-methyl-4-((5-methylpyrazin-2-yl)amino)-6-morpholino-3,4-dihydroquinolin-1(2H)-yl)ethanone C1(CC1)[C@@H]1N(C2=CC=C(C=C2[C@@H]([C@H]1C)NC1=NC=C(N=C1)C)N1CCOCC1)C(C)=O